2-[3-(8-chloro-2-methyl-4,5-dihydropyrazolo[3,4-b][1]benzazepin-10(1H)-yl)propyl]-1H-isoindole-1,3(2H)-dione ClC1=CC2=C(CCC3=C(N2CCCN2C(C4=CC=CC=C4C2=O)=O)NN(C3)C)C=C1